COC(=O)C=1SC(=C(C1)CC)NC(=O)C=1C=NN2C1SC(=C2)C=2C=NN(C2)C 4-ethyl-5-(2-(1-methyl-1H-pyrazol-4-yl)pyrazolo[5,1-b]Thiazole-7-carboxamido)thiophene-2-carboxylic acid methyl ester